O1CCC2=C1C=CC(=C2)S(=O)(=O)N2CCC(CC2)C=2N=C(SC2C)C#N 4-(1-((2,3-dihydrobenzofuran-5-yl)sulfonyl)piperidin-4-yl)-5-methylthiazole-2-carbonitrile